CC1=C(NC(=C1)C)\C=C\1/C(NC2=CC=C(C=C12)C(=O)N(CCO)CCO)=O (Z)-3-((3,5-dimethyl-1H-pyrrol-2-yl)methylene)-N,N-bis(2-hydroxyethyl)-2-oxindole-5-carboxamide